(2-Ethyl-5-fluoro-indolin-1-yl)-[(2R)-5-(2-pyridyl)indan-2-yl]methanone C(C)C1N(C2=CC=C(C=C2C1)F)C(=O)[C@@H]1CC2=CC=C(C=C2C1)C1=NC=CC=C1